2-(4-cyclopropyl-6-methoxypyrimidin-5-yl)-8-({4-[4-(trifluoromethyl)-1-{[2-(trimethylsilyl)ethoxy]methyl}imidazol-2-yl]phenyl}methyl)pyrido[2,3-d]pyrimidin-7-one C1(CC1)C1=NC=NC(=C1C=1N=CC2=C(N1)N(C(C=C2)=O)CC2=CC=C(C=C2)C=2N(C=C(N2)C(F)(F)F)COCC[Si](C)(C)C)OC